tert-butyl (2-bromo-4,5,6,7-tetrahydrobenzo[d]thiazol-6-yl)(methyl)carbamate BrC=1SC2=C(N1)CCC(C2)N(C(OC(C)(C)C)=O)C